NCCCCOC[C@@H](C)OC1=NC2=C(C3=CN=CC=C13)C=CC(=C2)C(=O)N (R)-5-((1-(4-aminobutoxy)propan-2-yl)oxy)benzo[c][2,6]naphthyridine-8-carboxamide